C(CCC)NC(C1=CC=CC(=C1)S(N)(=O)=O)=O N-butyl-5-sulfamoyl-benzamide